2-[2-fluoro-5-(2,4,6-trichloro-phenylamino)-phenyl]-N-(2-hydroxy-ethyl)acetamide FC1=C(C=C(C=C1)NC1=C(C=C(C=C1Cl)Cl)Cl)CC(=O)NCCO